CC=1C=C2C(=NC1)C(OC2=O)=O 3-methyl-5H,7H-furano[3,4-b]pyridine-5,7-dione